N[C@H](C)C1=CC=C2C(=N1)N(C(=C2)C2=NC1=C(N2C2CC2)C(=C(C(=C1)C(=O)OC)F)F)CC(C=C)(F)F methyl (R)-2-(6-(1-aminoethyl)-1-(2,2-difluorobut-3-en-1-yl)-1H-pyrrolo[2,3-b]pyridin-2-yl)-1-cyclopropyl-6,7-difluoro-1H-benzo[d]imidazole-5-carboxylate